C(OC1=CC=C(C=C1)C1=NC2=CC=CC=C2C(=C1)C(CCN)N)([2H])([2H])[2H] (2-(4-(methoxy-d3)phenyl)quinolin-4-yl)propane-1,3-diamine